7-bromo-3H-triazolo[4,5-c]pyridine BrC=1C2=C(C=NC1)NN=N2